methyl (4R)-4-cyano-L-prolinate C(#N)[C@@H]1C[C@H](NC1)C(=O)OC